P(=O)(O)(O)OCCCCCCCCCCCOC(C=C)=O acryloyloxyundecyl dihydrogenphosphate